FC(C1=NC(=NC(=N1)C(F)(F)F)N1[C@H](C=2NC3=CC=C(C=C3C2CC1)Cl)C[C@H](CO)C)(F)F (2R)-3-{(1S)-2-[4,6-bis(trifluoromethyl)-1,3,5-triazin-2-yl]-6-chloro-2,3,4,9-tetrahydro-1H-pyrido[3,4-b]indol-1-yl}-2-methylpropan-1-ol